rac-6-(2-((3aR,5s,6aS)-5-(2-fluoro-5-methoxyphenoxy)hexahydrocyclopenta[c]pyrrol-2(1H)-yl)-1-hydroxyethyl)pyridin-3-ol FC1=C(OC2C[C@@H]3[C@@H](CN(C3)CC(O)C3=CC=C(C=N3)O)C2)C=C(C=C1)OC